Cl.ClC=1C=C(C=C(C1)F)C=1NC(=CN1)CN1CCNCC1 1-[[2-(3-chloro-5-fluoro-phenyl)-1H-imidazol-5-yl]methyl]piperazine hydrochloride